C(ON1C(CCC1=O)=O)(O[C@@H]1CN(CC1)C(C=C)=O)=O (2,5-dioxopyrrolidin-1-yl) [(3S)-1-prop-2-enoylpyrrolidin-3-yl] carbonate